(S)-4-amino-4-(3,5-difluorophenyl)butan-1-ol N[C@@H](CCCO)C1=CC(=CC(=C1)F)F